ClC1=C(C=C(C=C1)NC(CC(C1=CC(=CC=C1)C(F)(F)F)C(F)(F)F)=O)C(=O)NC1=CC=C(C=C1)C(F)(F)F N-[4-chloro-3-[[[4-(trifluoromethyl)phenyl]amino]carbonyl]phenyl]-β,3-bis(trifluoro-methyl)benzenepropanamide